4-chloro-N-(2-(4-(6-(4-fluoro-3-hydroxyphenyl)imidazo[2,1-b]oxazol-5-yl)pyrimidin-2-ylamino)ethyl)benzenesulfonamide ClC1=CC=C(C=C1)S(=O)(=O)NCCNC1=NC=CC(=N1)C1=C(N=C2OC=CN21)C2=CC(=C(C=C2)F)O